Ethyl 5,7-dihydroxythieno[3,2-b]pyridine-6-carboxylate OC1=C(C(=C2C(=N1)C=CS2)O)C(=O)OCC